benzyl 4-[2-(1-tert-butoxycarbonyl-4-piperidyl)-2-oxo-ethyl]piperazine-1-carboxylate C(C)(C)(C)OC(=O)N1CCC(CC1)C(CN1CCN(CC1)C(=O)OCC1=CC=CC=C1)=O